3-cyclopropyl-1-pyrrolidin-1-ylpropan-1-one C1(CC1)CCC(=O)N1CCCC1